4-((4-(3-carbamoyl-1-methyl-1H-pyrazol-5-yl)-2,6-difluorobenzyl)oxy)phenyl sulfurofluoridate S(OC1=CC=C(C=C1)OCC1=C(C=C(C=C1F)C1=CC(=NN1C)C(N)=O)F)(=O)(=O)F